(1-(1H-indol-3-yl)hexan-2-yl)-7-(2-morpholinoethyl)-5,6,7,8-tetrahydroimidazo[1,2-a]pyrazine-2-carboxamide N1C=C(C2=CC=CC=C12)CC(CCCC)C1=C(N=C2N1CCN(C2)CCN2CCOCC2)C(=O)N